NC1(CCN(CC1)C(=O)C=1OC(=CC1)SC1=CC(=CC=C1)F)C (4-amino-4-methylpiperidin-1-yl)(5-((3-fluorophenyl)thio)furan-2-yl)methanone